O=S1(CCNCC1)=O (1,1-dioxothiomorpholine)